FC(C=1C=CC=C2C(NC(C12)=O)=O)(F)F 7-trifluoromethylisoindoline-1,3-dione